2-(2-oxo-2,3-dihydro-1,3-benzooxazol-3-yl)ethylamine hydrochloride Cl.O=C1OC2=C(N1CCN)C=CC=C2